6,7-dichloro-3-iodo-2-(((tetrahydro-2H-pyran-2-yl)oxy)methyl)-1H-indole ClC1=CC=C2C(=C(NC2=C1Cl)COC1OCCCC1)I